CC1=CC=C(C=C1)S(=O)(=O)OC=1C=C2C=CC(=CC2=CC1)C(=O)[O-] 6-(p-toluenesulfonyloxy)-2-naphthoate